N1NCC(C12CCCCC2)C(=O)[O-] diazaspiro[4.5]decane-4-carboxylate